Cl.ClC=1C=C(C=C(C1)Cl)C=1OC2=C(N1)C=CC(=C2)C(=O)O[C@@H]2[C@H](C2)N(C)C (1S,2S)-2-(Dimethylamino)Cyclopropyl 2-(3,5-Dichlorophenyl)Benzo[d]-Oxazole-6-Carboxylate Hydrochloride